N1C(CCC1)C1=NN=NN1 5-(pyrrolidin-2-yl)-1H-tetrazole